(1R)-1-[2-(trifluoromethyl)pyrimidin-5-yl]ethan-1-amine dihydrochloride Cl.Cl.FC(C1=NC=C(C=N1)[C@@H](C)N)(F)F